cetylmethyldihydroxyethylammonium bromide [Br-].C(CCCCCCCCCCCCCCC)C[NH2+]CC(O)O